ClC1(CC1)C(C(CC1=C(C=CC=C1)F)O)N1C=NC=C1C#N [1-(1-chlorocyclopropyl)-3-(2-fluorophenyl)-2-hydroxypropyl]-1H-imidazole-5-carbonitrile